[Si](C)(C)(C(C)(C)C)OCC1(CN(C1)C(=O)OC(C)(C)C)C(=O)OCC 1-(tert-butyl) 3-ethyl 3-(((tert-butyldimethylsilyl)oxy)methyl)azetidine-1,3-dicarboxylate